2-methyl-7-(3-(4-phenylpiperazin-1-yl)propoxy)-3,4-dihydroisoquinolin-1(2H)-one CN1C(C2=CC(=CC=C2CC1)OCCCN1CCN(CC1)C1=CC=CC=C1)=O